C(C)OC1=C(O[C@H]2CN(CCC2)C2=CN=CC(=N2)NC=2C=C(C=CC2)C2=CC=C(C=C2)CC(C(=O)O)(C)C)C=CC=C1 (R)-3-(3'-((6-(3-(2-ethoxyphenoxy)piperidin-1-yl)pyrazin-2-yl)amino)-[1,1'-biphenyl]-4-yl)-2,2-dimethylpropanoic acid